2-{3-[(2-methoxy-4-{7-oxa-2-azaspiro[3.5]nonane-2-carbonyl}phenyl)amino]prop-1-yn-1-yl}-N-(1-methylpiperidin-4-yl)-1-(2,2,2-trifluoroethyl)-1H-indol-4-amine COC1=C(C=CC(=C1)C(=O)N1CC2(C1)CCOCC2)NCC#CC=2N(C=1C=CC=C(C1C2)NC2CCN(CC2)C)CC(F)(F)F